FC1(CC1)CNC=1N=CC2=C(N1)NC=C2C2=CC=1N(C=C2)N=CC1C(=O)NC1CCOCC1 5-(2-(((1-fluorocyclopropyl)methyl)amino)-7H-pyrrolo[2,3-d]pyrimidin-5-yl)-N-(tetrahydro-2H-pyran-4-yl)pyrazolo[1,5-a]pyridine-3-carboxamide